C(C)[C@H](C(=O)OCC1=C(C(=CC=C1)[C@H](C)C=1N=CN(C1)C(=O)OC(C)(C)C)C)[C@H](CO)CC=1N(C=NC1)C {3-[(1S)-1-[1-(tert-butoxycarbonyl)imidazol-4-yl]ethyl]-2-methylphenyl}methyl (2S,3R)-2-ethyl-4-hydroxy-3-[(3-methylimidazol-4-yl)methyl]-butanoate